4-((2-methyl-5-(1-(tetrahydro-2H-pyran-2-yl)-1H-pyrazol-4-yl)phenyl)sulfonyl)morpholine CC1=C(C=C(C=C1)C=1C=NN(C1)C1OCCCC1)S(=O)(=O)N1CCOCC1